O[C@@H]1[C@@H](CO[C@@H]([C@@H]1O)CO)CC(=O)N 2-((3R,4R,5R,6R)-4,5-dihydroxy-6-(hydroxymethyl)tetrahydro-2H-pyran-3-yl)acetamide